N-(5-chloro-2-methyl-6-(2H-1,2,3-triazol-2-yl)pyridin-3-yl)-1-(7-cyanothieno[2,3-c]pyridin-4-yl)-5-(trifluoromethyl)-1H-pyrazole-4-carboxamide ClC=1C=C(C(=NC1N1N=CC=N1)C)NC(=O)C=1C=NN(C1C(F)(F)F)C1=C2C(=C(N=C1)C#N)SC=C2